C(C)(C)(C)OC(=O)N[C@@H]1CN(CCC1)C1=CC(=NC=C1C=1C=NN(C1)C1CCOCC1)NC1=NC(=C(C(=O)OC)C=C1)C1=C(C=CC=C1OC)F methyl 6-((4-((S)-3-((tert-butoxycarbonyl)amino)piperidin-1-yl)-5-(1-(tetrahydro-2H-pyran-4-yl)-1H-pyrazol-4-yl)pyridin-2-yl)amino)-2-(2-fluoro-6-methoxyphenyl)nicotinate